The molecule is a 1-monoglyceride that has octadecadienoyl (linoleoyl) as the acyl group. It has a role as a plant metabolite and an antiviral agent. It derives from a linoleic acid. CCCCC/C=C\\C/C=C\\CCCCCCCC(=O)OCC(CO)O